3-Ethyl-6-fluoro-7-(hydroxymethyl)quinoxalin-2(1H)-one C(C)C=1C(NC2=CC(=C(C=C2N1)F)CO)=O